diaminodiphenyl-acetylene NC=1C(=C(C=CC1)C#CC1=CC=CC=C1)N